ethyleneperoxide C1COO1